N-((1r,4r)-4-((1r,3r)-3-Fluorocyclobutoxy)cyclohexyl)-5,6-dihydrobenzo[f]imidazo[1,5-d][1,4]oxazepine-10-carboxamide FC1CC(C1)OC1CCC(CC1)NC(=O)C=1C=CC2=C(C=3N(CCO2)C=NC3)C1